BrCC1=CC=C(C=N1)SC1CCN(CC1)C1=C(C=C(C#N)C=C1)F 4-(4-((6-(bromomethyl)pyridin-3-yl)thio)piperidin-1-yl)-3-fluorobenzonitrile